C(C)N1C(=CC=2NC(C=3C=NC=CC3C21)=O)C(=O)O ethyl-5-oxo-4,5-dihydro-1H-pyrrolo[3,2-c][2,7]naphthyridine-2-carboxylic acid